N-[2-(4-chlorophenyl)ethyl]-1,3,4,5-tetrahydro-7,8-dihydroxy-2H-2-benzazepine-2-carbothioamide ClC1=CC=C(C=C1)CCNC(=S)N1CC2=C(CCC1)C=C(C(=C2)O)O